CN1N=C2C(=C1C)SC(=C2)C(=O)OC Methyl 2,3-dimethyl-2H-thieno[3,2-c]pyrazole-5-carboxylate